BrC1=CC(=C(C=C1)OC(F)(F)F)OC 4-bromo-2-methoxy-1-(trifluoromethoxy)benzene